O[C@H]1C[C@@]2(\C(\CCC2C2C1[C@]1(CCC(NC1=CC2)=O)C)=N/O)C (4aR,5S,6aS,Z)-5-hydroxy-7-(hydroxyimino)-4a,6a-dimethyl-4,4a,4b,5,6,6a,7,8,9,9a,9b,10-dodecahydro-1H-indeno[5,4-f]-quinolin-2(3H)-one